P(=O)(OCCOC(C(=C)C)=O)(OCCOC(C(=C)C)=O)[O-] bis(2-methacryloxyethyl) phosphate